ClC=1C=C(C=CC1)C=1OC(=C(N1)C(=O)NCCN1CCN(CC1)C)C1=CC=CC=C1 2-(3-chlorophenyl)-N-(2-(4-methylpiperazin-1-yl)ethyl)-5-phenylOxazole-4-carboxamide